3-[[(2S)-4-[2-fluoro-3-isobutyl-6-(2H-tetrazol-5-yl)phenyl]-2-methyl-piperazin-1-yl]meth-yl]pyridazine FC1=C(C(=CC=C1CC(C)C)C=1N=NNN1)N1C[C@@H](N(CC1)CC=1N=NC=CC1)C